4-amino-3-methyl-1,3-dihydrofuran NC=1C(COC1)C